1-((4-bromo-3-fluorophenyl)sulfonyl)pyrrolidin-3-ol BrC1=C(C=C(C=C1)S(=O)(=O)N1CC(CC1)O)F